(aminomethyl)-1-(1,1-dioxetan-3-yl)-N,N-dimethyl-1H-pyrazole-3-carboxamide NCC=1C(=NN(C1)C1COC1)C(=O)N(C)C